Trans-4-(4-chlorophenyl)-6-(4-cinnamylpiperazin-1-yl)-2-(pyridin-3-yl)pyrimidine ClC1=CC=C(C=C1)C1=NC(=NC(=C1)N1CCN(CC1)C\C=C\C1=CC=CC=C1)C=1C=NC=CC1